OC1=CC=C(C=C1)C(C)(C)C1=C(C=O)C=CC=C1 (2-(4-hydroxyphenyl)propan-2-yl)benzaldehyde